C(C(C)C)N1[C@H]2[C@H]([C@]3(NC[C@H]2[C@@H](CC1)C3)C(=O)NCC3=CC=CC=C3)CC3=CC=CC=C3 |o1:5,6,7,10,11| (1S*,2R*,3R*,7S*,8R*)-4-isobutyl-1-benzylaminocarbonyl-2-benzyl-4,10-diazatricyclo[5.3.1.03,8]undecane